6-(4-Chlorophenyl)-5-(2-(3,4-dichlorobenzyl)thiazol-4-yl)imidazo[2,1-b]thiazol ClC1=CC=C(C=C1)C=1N=C2SC=CN2C1C=1N=C(SC1)CC1=CC(=C(C=C1)Cl)Cl